C(C)(C)(C)OC(NC(C)(C#C)C)=O tert-butyl-(2-methylbut-3-yn-2-yl)-carbamate